ClC=1C=C(C=CC1)C1(C[C@@H](N[C@@H](C1)C)C)O (2S,6R)-4-(3-chlorophenyl)-2,6-dimethyl-piperidin-4-ol